C(C)(C)(C)OC1=CC(=CC(=N1)N)C1=CC(=NC=C1C)N(C1=NC(=NC=C1)C)CC1=CC=C(C=C1)OC 6'-(tert-butoxy)-N2-(4-methoxybenzyl)-5-methyl-N2-(2-methylpyrimidin-4-yl)-[4,4'-bipyridine]-2,2'-diamine